(3-chloro-5-fluorophenyl)-3-(difluoromethyl)-5,5-difluoro-4,5,6,7-tetrahydro-1H-indol-4-ol ClC=1C=C(C=C(C1)F)N1C=C(C=2C(C(CCC12)(F)F)O)C(F)F